5-bromo-1-(1,1-difluoroethyl)-2-fluoro-3-(methoxymethoxy)benzene BrC=1C=C(C(=C(C1)C(C)(F)F)F)OCOC